5-bromo-N-methyl-indol BrC=1C=C2C=CN(C2=CC1)C